ClC=1C=C2CCN(CC2=C(C1)[C@H]1N(CCOC1)C(=O)OC(C)(C)C)C(=O)N1CC2(COC2)C1 tert-butyl (R)-3-(6-chloro-2-(2-oxa-6-azaspiro[3.3]heptane-6-carbonyl)-1,2,3,4-tetrahydroisoquinolin-8-yl)morpholine-4-carboxylate